Methyl 2-chloro-5-[5-[(1,3-dihydro-1-oxo-2H-inden-2-ylidene)methyl]-2-furanyl]benzoate ClC1=C(C(=O)OC)C=C(C=C1)C=1OC(=CC1)C=C1C(C2=CC=CC=C2C1)=O